(2-(4'-cyclobutyl-[1,1'-biphenyl]-4-carbonyl)hydrazine-1-thiocarbonyl)acetamide C1(CCC1)C1=CC=C(C=C1)C1=CC=C(C=C1)C(=O)NNC(=S)CC(=O)N